ClC1=CC=CC(=N1)N1N=C(C=C1)CC(=O)O 2-(1-(6-chloropyridin-2-yl)-1H-pyrazol-3-yl)acetic acid